9,9'-((6-(4-(3-cyano-9H-carbazol-9-yl)phenyl)-4-(2-(6-phenylpyridin-2-yl)phenyl)pyridine-2,3-diyl)bis(2,1-phenylene))bis(9H-carbazole-3,6-dicarbonitrile) C(#N)C=1C=CC=2N(C3=CC=CC=C3C2C1)C1=CC=C(C=C1)C1=CC(=C(C(=N1)C1=C(C=CC=C1)N1C2=CC=C(C=C2C=2C=C(C=CC12)C#N)C#N)C1=C(C=CC=C1)N1C2=CC=C(C=C2C=2C=C(C=CC12)C#N)C#N)C1=C(C=CC=C1)C1=NC(=CC=C1)C1=CC=CC=C1